dimethylmethoxy(3-isopropenylphenyl)silane C[Si](C1=CC(=CC=C1)C(=C)C)(OC)C